(+/-)-3-[4-(2,6-difluoro-4-{[5-(hydroxymethyl)-5-methyl-5,6-dihydro-4H-1,3-oxazin-2-yl]amino}phenoxy)-1H-pyrrolo[2,3-b]pyridin-3-yl]-N,N-dimethylbenzamide FC1=C(OC2=C3C(=NC=C2)NC=C3C=3C=C(C(=O)N(C)C)C=CC3)C(=CC(=C1)NC=1OC[C@@](CN1)(C)CO)F |r|